(1-hydroxy-6-(2-isopropenylphenyl)-1,3-dihydrospiro[indene-2,4'-piperidin]-1'-yl)methanone OC1C2=CC(=CC=C2CC12CCN(CC2)C=O)C2=C(C=CC=C2)C(=C)C